2-bis(t-butyloxycarbonyl)amino-1-(3-methoxy-2,6-dimethylphenyl)-5-benzoylamino-1H-pyrrolo[2,3-b]pyridine-3-carboxamide C(C)(C)(C)OC(=O)N(C1=C(C=2C(=NC=C(C2)NC(C2=CC=CC=C2)=O)N1C1=C(C(=CC=C1C)OC)C)C(=O)N)C(=O)OC(C)(C)C